ClC1=CC(=NC=N1)N1OCC[C@@H]1C1=CC=CC=C1 (R)-2-(6-chloropyrimidin-4-yl)-3-phenylisoxazolidine